N(=C=O)SCC=1SC(=CC1)CSN=C=O 2,5-diisocyanatothiomethyl-thiophene